1,2,3,4-Tetrahydro-7-(1,2-dimethylheptyl)-1,4,4-trimethylcyclopenta(c)(1)benzopyran-9-ol CC(C(CCCCC)C)C1=CC2=C(C3=C(C(O2)(C)C)CCC3C)C(=C1)O